COCCN1CCC2(N=C(C(=N2)/C=C/C(=O)NC=2C=NC3=CC=CC=C3C2)C2=CC=C(C=C2)C)CC1 (E)-3-(8-(2-methoxyethyl)-3-(p-tolyl)-1,4,8-triazaspiro[4.5]decan-1,3-dien-2-yl)-N-(quinolin-3-yl)acrylamide